Aluminium acetat tartrat C(=O)([O-])C(O)C(O)C(=O)[O-].C(C)(=O)[O-].[Al+3]